BrC1=C(C#N)C=CC(=C1)C=O 2-bromo-4-formyl-benzonitrile